(S)-1-((4-((R)-3-methylmorpholino)-2-(1H-pyrrolo[2,3-c]pyridin-4-yl)thieno[3,2-d]pyrimidin-7-yl)methyl)pyrrolidin-3-ol C[C@@H]1COCCN1C=1C2=C(N=C(N1)C1=C3C(=CN=C1)NC=C3)C(=CS2)CN2C[C@H](CC2)O